ClC1=NC(=CC2=C1N=CN=C2O)N2CCS(CC2)(=O)=O 4-(8-chloro-4-hydroxypyrido[3,4-d]pyrimidin-6-yl)thiomorpholine 1,1-dioxide